(3R*,4R*)-1-Cyclohexyl-4-{[5-(2,4-difluoro-phenyl)-isoxazole-3-carbonyl]-amino}-piperidine-3-carboxylic acid (pyrazin-2-ylmethyl)-amide N1=C(C=NC=C1)CNC(=O)[C@@H]1CN(CC[C@H]1NC(=O)C1=NOC(=C1)C1=C(C=C(C=C1)F)F)C1CCCCC1 |o1:10,15|